2-(1-Cyclopropyl-2-hydroxy-2-methylpropyl)-7-(2-(6,7-dihydro-5H-cyclopenta[b]pyridin-4-yl)vinyl)isoindolin-1-one C1(CC1)C(C(C)(C)O)N1C(C2=C(C=CC=C2C1)C=CC1=C2C(=NC=C1)CCC2)=O